2-(2-chloro-5-(piperazin-1-yl)phenyl)-1-methyl-1H-benzo[d]imidazole hydrochloride Cl.ClC1=C(C=C(C=C1)N1CCNCC1)C1=NC2=C(N1C)C=CC=C2